2-(3-(6-bromopyridin-2-yl)imidazo[1,2-a]pyrazin-6-yl)isothiazolidine 1,1-dioxide BrC1=CC=CC(=N1)C1=CN=C2N1C=C(N=C2)N2S(CCC2)(=O)=O